C(C1=CC=CC=C1)N1[C@H](COC=2N=C(C(=C3N=C(N=C1C32)SC)F)Cl)C3CC3 (12S)-13-benzyl-7-chloro-12-cyclopropyl-6-fluoro-3-methylsulfanyl-10-oxa-2,4,8,13-tetrazatricyclo[7.4.1.05,14]tetradeca-1,3,5,7,9(14)-pentaene